(9Z,12Z)-3-((4,4-bis(octyloxy)butanoyl)oxy)-2-(((((1-ethylpiperidin-4-yl)oxy)carbonyl)oxy)methyl)propyloctadeca-9,12-dienoate C(CCCCCCC)OC(CCC(=O)OCC(COC(CCCCCCC\C=C/C\C=C/CCCCC)=O)COC(=O)OC1CCN(CC1)CC)OCCCCCCCC